(2R,5S)-4-(3-chloro-4-cyanophenyl)-N-(6-(4-(2-hydroxyethyl)piperidin-1-yl)pyridin-3-yl)-2,5-dimethylpiperazine-1-carboxamide ClC=1C=C(C=CC1C#N)N1C[C@H](N(C[C@@H]1C)C(=O)NC=1C=NC(=CC1)N1CCC(CC1)CCO)C